(5R)-2-[6-(2-hydroxy-2-methylpropyl)pyridin-3-yl]-5-methyl-N-[(3S)-9-fluoro-2-oxo-5-phenyl-1,3-dihydro-1,4-benzodiazepine-3-yl]-6,7-dihydro-5H-pyrazolo[5,1-b][1,3]Oxazine-3-carboxamide OC(CC1=CC=C(C=N1)C1=NN2C(O[C@@H](CC2)C)=C1C(=O)N[C@@H]1C(NC2=C(C(=N1)C1=CC=CC=C1)C=CC=C2F)=O)(C)C